S1C(=CC=C1)S(=O)(=O)N1CC(CC1)N1C(=NC=2C1=C1C(=NC2)NC=C1)[C@@H](C)O (1R)-1-(1-(1-(thiophen-2-ylsulfonyl)pyrrolidin-3-yl)-1,6-dihydroimidazo[4,5-d]pyrrolo[2,3-b]pyridin-2-yl)ethan-1-ol